5-(ethyl-(tetrahydro-2H-pyran-4-yl)amino)-4-methyl-[1,1'-biphenyl]-3-carboxamide C(C)N(C=1C(=C(C=C(C1)C1=CC=CC=C1)C(=O)N)C)C1CCOCC1